BrCC(=O)[C@H]1CC[C@H]2[C@@H]3CC[C@@H]4C[C@](CC[C@@H]4[C@H]3CC[C@]12C)(C)O 2-bromo-1-((3R,5R,8R,9R,10S,13S,14S,17S)-3-hydroxy-3,13-dimethylhexadecahydro-1H-cyclopenta[a]phenanthren-17-yl)ethan-1-one